The molecule is conjugate base of erythro-5-phosphonooxy-L-lysine in which the carboxy and phospho groups are anionic and both primary amino groups are cationic; major species at pH 7.3. It is a conjugate base of an erythro-5-phosphonooxy-L-lysine. C(C[C@@H](C(=O)[O-])[NH3+])[C@H](C[NH3+])OP(=O)([O-])[O-]